(3R)-methyl 2-(3-fluoro-2-oxo-5-(2-oxoethyl) pyridin-1(2H)-yl)-3-methylpentanoate FC=1C(N(C=C(C1)CC=O)C(C(=O)OC)[C@@H](CC)C)=O